OCC=1NC=C(C(C1)=O)OC 2-hydroxymethyl-5-methoxypyridin-4(1H)-one